4-amino-N-(5-(4,4-difluoropiperidin-1-yl)imidazo[1,2-a]pyridin-7-yl)-2-(6-azaspiro[2.5]octan-6-yl)benzamide NC1=CC(=C(C(=O)NC2=CC=3N(C(=C2)N2CCC(CC2)(F)F)C=CN3)C=C1)N1CCC3(CC3)CC1